FC1=CC=C(C=C1)C1=NOC(=N1)C=1C=C2C(=NC1)OC([C@H](C2)O)(C)C (S)-6-(3-(4-fluorophenyl)-1,2,4-oxadiazol-5-yl)-2,2-dimethyl-3,4-dihydro-2H-pyrano[2,3-b]pyridin-3-ol